methyl (S)-2-(2,6-difluorobenzamido)-3-(8-(1-ethyl-4-(trifluoromethyl)isoquinolin-3-yl)-2,3-dihydrobenzo[b][1,4]dioxin-5-yl)propanoate FC1=C(C(=O)N[C@H](C(=O)OC)CC2=CC=C(C=3OCCOC32)C=3N=C(C2=CC=CC=C2C3C(F)(F)F)CC)C(=CC=C1)F